C(CCCC)NCCO N-pentyl-2-hydroxy-ethylamine